BrC1=CC(=C(C2=CC=CC=C12)F)OCOCC[Si](C)(C)C (2-(((4-bromo-1-fluoronaphthalen-2-yl)oxy)methoxy)ethyl)trimethylsilane